5-chloro-N2-(2-chloro-4-(4-(4-methylpiperazin-1-yl)piperidin-1-yl)phenyl)-N4-(1-methyl-1H-pyrazol-4-yl)pyrimidine-2,4-diamine ClC=1C(=NC(=NC1)NC1=C(C=C(C=C1)N1CCC(CC1)N1CCN(CC1)C)Cl)NC=1C=NN(C1)C